methyl 1-[(4-aminophenyl)carbamoyl]pyrrolidine-3-carboxylate NC1=CC=C(C=C1)NC(=O)N1CC(CC1)C(=O)OC